P(=O)(OC[C@H]1O[C@@]([C@@H]([C@@H]1O)O)(C#N)C1=CC=C2C(=NC=NN21)N)(OC[C@@H](COCCCCCCCCCCCCCCCCCC)OC2=NC=CC(=C2)C#N)O [(2R,3S,4R,5R)-5-(4-Aminopyrrolo[2,1-f][1,2,4]triazin-7-yl)-5-cyano-3,4-dihydroxy-tetrahydrofuran-2-yl]methyl [(2R)-2-[(4-cyano-2-pyridyl)oxy]-3-octadecoxy-propyl] hydrogen phosphate